amino-1'-[4-[[(1R)-1-(2-amino-3-pyridyl)ethyl]-methyl-amino]-6-[[1-(dimethylamino)cyclopropyl]methoxy]-1,3,5-triazin-2-yl]spiro[6H-thieno[2,3-c]thiophene-4,3'-azetidine]-3-carbonitrile NC1N(CC12C1=C(CS2)SC=C1C#N)C1=NC(=NC(=N1)N(C)[C@H](C)C=1C(=NC=CC1)N)OCC1(CC1)N(C)C